C(C)(C)(C)C1=C(C(=C2C=C(C(C2=C1)[Si](C)(C)Cl)CC)C1=CC(=CC(=C1)C)C)OC [6-tert-Butyl-4-(3,5-dimethylphenyl)-2-ethyl-5-methoxy-1H-inden-1-yl]chlorodimethylsilane